CC1=C(C(=CC=C1)C)C1=NC(=NC(=C1)OC[C@@H](CC(C)(C)C)NC1CC(C1)C(=O)OC)NS(=O)(=O)C=1C=C(C(=O)O)C=CC1 3-[[4-(2,6-Dimethylphenyl)-6-[(2R)-2-[(3-methoxycarbonylcyclobutyl)amino]-4,4-dimethyl-pentoxy]pyrimidin-2-yl]sulfamoyl]benzoic acid